(E)-2-(2,6-dioxopiperidin-3-yl)-5-(4-((1-(3-(4-(1-(4-hydroxyphenyl)-2-phenylbut-1-en-1-yl)phenyl)propyl)piperidin-4-yl)methyl)piperazin-1-yl)isoindoline-1,3-dione O=C1NC(CCC1N1C(C2=CC=C(C=C2C1=O)N1CCN(CC1)CC1CCN(CC1)CCCC1=CC=C(C=C1)/C(=C(/CC)\C1=CC=CC=C1)/C1=CC=C(C=C1)O)=O)=O